C(C=C)(=O)N1CCN(CC1)[C@@](C)(CC)C1=CC=C(C=C1)[C@H](C)NC=1N=CC2=C(N1)N(C(C=C2)=O)C(C)C 2-{[(1S)-1-{4-[(2S)-2-(4-acryloylpiperazin-1-yl)butan-2-yl]phenyl}ethyl]amino}-8-(propan-2-yl)pyrido[2,3-d]pyrimidin-7(8H)-on